(R)-2-chloro-4-(((1s,4S)-4-hydroxycyclohexyl)amino)-6,7-dihydrothieno[3,2-d]pyrimidine 5-oxide ClC=1N=C(C2=C(N1)CC[S@]2=O)NC2CCC(CC2)O